(1-cyanocyclopropyl)-3-[5-(difluoromethyl)-1,3,4-thiadiazol-2-yl]-1-[(2,5-dimethylpyrazol-3-yl)methyl]-2-oxo-benzimidazole-5-sulfonamide C(#N)C1(CC1)C1=C(C=CC=2N(C(N(C21)C=2SC(=NN2)C(F)F)=O)CC=2N(N=C(C2)C)C)S(=O)(=O)N